5-(2-(2,6-Dichloropyridin-4-yl)-5-fluorophenyl)-4-methyl-4H-1,2,4-triazole-3-thiol ClC1=NC(=CC(=C1)C1=C(C=C(C=C1)F)C=1N(C(=NN1)S)C)Cl